ClC1C=CC=2C=3C=C4C(=CC3CC2C1=O)C=CC=C4 2-chloro-11H-benzo[b]fluorenone